CS(=O)(=O)[O-].C[NH+]1CC(CC1)CCC 1-Methyl-3-propylpyrrolidinium methansulfonat